ClC1=CC(=C(C=C1)CSC1=NN(C=C1)C1CCN(CC1)CC=1N(C2=C(N1)C=CC(=C2)C(=O)OC)C[C@H]2OCC2)F methyl 2-[[4-[3-[(4-chloro-2-fluoro-phenyl)methylsulfanyl]pyrazol-1-yl]-1-piperidyl]methyl]-3-[[(2S)-oxetan-2-yl]methyl]benzimidazole-5-carboxylate